samarium N,N-bis(2-ethyl-7-phenyl-1H-indenyl)p-toluenesulfonamide monochloride [Cl-].C(C)C=1C(C2=C(C=CC=C2C1)C1=CC=CC=C1)N(S(=O)(=O)C1=CC=C(C)C=C1)C1C(=CC2=CC=CC(=C12)C1=CC=CC=C1)CC.[Sm+]